4-[4-[2-[1-(6,7-dihydro-5H-pyrrolo[1,2-c]imidazol-1-yl)-2-ethoxy-2-oxo-ethyl]-7-fluoro-3-oxo-isoindolin-5-yl]phenyl]piperazine-1-carboxylic acid tert-butyl ester C(C)(C)(C)OC(=O)N1CCN(CC1)C1=CC=C(C=C1)C=1C=C2C(N(CC2=C(C1)F)C(C(=O)OCC)C1=C2N(C=N1)CCC2)=O